3-Bromo-4-(2-fluoro-4-nitrophenoxy)-1H-pyrrolo[2,3-b]pyridine BrC1=CNC2=NC=CC(=C21)OC2=C(C=C(C=C2)[N+](=O)[O-])F